Cl.CN1[C@@H](CCC1)COC=1N=C(C=2CCN(CC2C1C#N)C1=CC=CC2=CC=CC=C12)N1CCNCC1 (S)-3-((1-methylpyrrolidin-2-yl)methoxy)-6-(naphthalen-1-yl)-1-(piperazin-1-yl)-5,6,7,8-tetrahydro-2,6-naphthyridine-4-carbonitrile hydrochloride